CC1(C2=CC=CC=C2C=2C=CC(=CC12)C1=NC=NC(=N1)C=1C=C(C=CC1)C1=CC=C(C=C1)C1=CC=CC=C1)C 4-(9,9-dimethylfluoren-2-yl)-6-(4'-phenyl-1,1'-biphenyl-3-yl)-1,3,5-triazine